C(=CC)[Sn](OC(C)(C)C)(OC(C)(C)C)OC(C)(C)C 1-propenyl-tris(tert-butoxy)tin